[1,2,3]Triazole-5-sulfonyl chloride N1N=NC=C1S(=O)(=O)Cl